BrC=1C=C(C(=NC1)OC1=CC=C(C=C1)C1=NOC(=N1)C[C@@H](C=O)NC(OC(C)(C)C)=O)F tert-butyl (S)-(1-(3-(4-((5-bromo-3-fluoropyridin-2-yl)oxy)phenyl)-1,2,4-oxadiazol-5-yl)-3-oxopropan-2-yl)carbamate